FC1=C(C=CC(=C1)[N+](=O)[O-])N1CCC(CC1)N1CCN(CC1)C 1-(1-(2-fluoro-4-nitrophenyl)piperidine-4-yl)-4-methylpiperazine